N-(4-(4-((3-cyanoazetidin-1-yl)methyl)phenyl)-1H-pyrrolo[2,3-b]pyridin-6-yl)cyclopropylcarboxamide C(#N)C1CN(C1)CC1=CC=C(C=C1)C1=C2C(=NC(=C1)NC(=O)C1CC1)NC=C2